BrC1=CC=C(C=C1)N1CCC1 1-(4-bromophenyl)azetidine